O1COC2=C1C=CC(=C2)CN2CCNCC2 1-(benzo[d][1,3]dioxolan-5-ylmethyl)piperazine